CN(C(CN)(C)C1=CC=CC=C1)C N2,N2-dimethyl-2-phenyl-propane-1,2-diamine